O.Cl.N1C(CCCC1)=O Piperidone hydrochloride monohydrate